COC=1C=C2CCN3C(C2=CC1OC)=CC(=NC3=O)N(C3=C(C=C(C=C3C)C)C)C3CNCC3 9,10-dimethoxy-2-[pyrrolidin-3-yl(2,4,6-trimethylphenyl)amino]-6H,7H-pyrimido[4,3-a]isoquinolin-4-one